Cl.Cl.N1C2C(CC1)CN(C2)C=2N=NC(=CN2)C2=C(C=C(C=C2)C=2C=NNC2)O 2-[3-(hexahydropyrrolo[3,4-b]pyrrol-5(1H)-yl)-1,2,4-triazin-6-yl]-5-(1H-pyrazol-4-yl)phenol dihydrochloride